5,7-difluoro-2-[5-(trifluoromethyl)pyridin-2-yl]-1H-indole-3-carbohydrazide FC=1C=C2C(=C(NC2=C(C1)F)C1=NC=C(C=C1)C(F)(F)F)C(=O)NN